NC1=NC2=CC=C(C=C2C=C1C)C(=O)N(CC1=NC=C(C=C1)C(F)(F)F)CC1=CC2=C(NC(N2)=O)C=C1 2-amino-3-methyl-N-((2-oxo-2,3-dihydro-1H-benzimidazol-5-yl)methyl)-N-((5-(trifluoromethyl)-2-pyridinyl)methyl)-6-quinolinecarboxamide